C(C1CO1)C(C(C(=O)O)(C(=O)O)C(=O)O)=CC monoglycidyl-butenetricarboxylic acid